OC(C=1N=NN(C1)C1=C2C=CC=C(C2=CC=C1)C(=O)O)C=1N=NN(C1)C1=C(C=CC(=C1)C(N(C)OC)=O)O 5-{4-[hydroxy(1-{2-hydroxy-5-[methoxy(methyl)carbamoyl]phenyl}-1H-1,2,3-triazol-4-yl)methyl]-1H-1,2,3-triazol-1-yl}naphthalene-1-carboxylic acid